3-(4-(3',5'-Dimethoxy-[1,1-biphenyl]-4-yl)-1H-1,2,3-triazol-1-yl)benzoic acid COC=1C=C(C=C(C1)OC)C1=CC=C(C=C1)C=1N=NN(C1)C=1C=C(C(=O)O)C=CC1